7-(2,3-dichloro-6-hydroxyphenyl)-2-ethyl-5,6,7,8-tetrahydro-[1,2,4]triazolo[4,3-a]pyridin-3(2H)-one ClC1=C(C(=CC=C1Cl)O)C1CC=2N(CC1)C(N(N2)CC)=O